C(CCCC)C(COC(CN(C(OCCN(CCOC(N(CC(=O)OCC(CCCCC)CCCCC)CCC)=O)CCN(CC)CC)=O)CCC)=O)CCCCC Bis(2-pentylheptyl)8-(2-(diethylamino)ethyl)-4,12-dioxo-3,13-dipropyl-5,11-dioxa-3,8,13-triazapentadecanedioate